molybdenum ferric phosphate P(=O)([O-])([O-])[O-].[Fe+3].[Mo]